ClC=1C2=C(N=CN1)NC(C(=C2)N2CCS(CC2)(=O)=O)=O 4-chloro-6-(1,1-dioxidothiomorpholino)pyrido[2,3-d]pyrimidin-7(8H)-one